dipentyl (Z)-but-2-enedioate C(\C=C/C(=O)OCCCCC)(=O)OCCCCC